ClN(C(C1=CC=CC=C1)C)Cl dichloro-α-methylbenzylamine